C(CC)C=1C=C(C=CC1C1=C(C(=C(C2=CC=CC=C12)N)\N=N\[H])S(=O)(=O)O)C1=CC(=C(C=C1)C1=C(C(=C(C2=CC=CC=C12)N)\N=N\[H])S(=O)(=O)O)CCC 1,1'-(3,3'-dipropyl[1,1'-biphenyl]-4,4'-diyl)bis{4-amino-3-[(E)-diazenyl]naphthalene-2-sulfonic acid}